ClC1=CC=C(OCCN2C3CN(C(C2)C3)C=3C=C(C=NC3)O)C=C1 5-(5-(2-(4-chlorophenoxy)ethyl)-2,5-diazabicyclo[2.2.1]hept-2-yl)-3-hydroxypyridine